C(C)OC(C(=O)OCC)C Ethyl 2-ethoxypropanoate